1-dodecanoyl-2-(11Z,14Z-eicosadienoyl)-glycero-3-phospho-(1'-sn-glycerol) CCCCCCCCCCCC(=O)OC[C@H](COP(=O)(O)OC[C@H](CO)O)OC(=O)CCCCCCCCC/C=C\C/C=C\CCCCC